3-ethyl-isopropyl-benzene C(C)C=1C=C(C=CC1)C(C)C